6-amino-2-(3,5-dichloro-4-((4'-fluoro-2'-oxospiro[cyclobutane-1,3'-indoline]-5'-yl)oxy)phenyl)-1,2,4-triazine-3,5(2h,4h)-dione NC=1C(NC(N(N1)C1=CC(=C(C(=C1)Cl)OC=1C(=C2C3(C(NC2=CC1)=O)CCC3)F)Cl)=O)=O